C(=O)O.NCCC[C@H](C(C)C)N1CC2(C1)CN(CC2)C=2N=CN=NC2OC2=C(C(=O)N(C(C)C)CC)C=C(C=C2)F (R)-2-((5-(2-(6-amino-2-methylhexan-3-yl)-2,6-diazaspiro[3.4]oct-6-yl)-1,2,4-triazin-6-yl)oxy)-N-ethyl-5-fluoro-N-isopropylbenzamide formate